C(C)(C)(C)C1=NC(=NO1)C(=O)NCC1=C(C=C(C=C1)C1=NC=NN2C1=CC(=C2)CCCCN2CCC(CC2)C2=CC=C(C=C2)C2(C(NC(CC2)=O)=O)C)F 5-tert-butyl-N-[[2-fluoro-4-[6-[4-[4-[4-(3-methyl-2,6-dioxo-3-piperidyl)phenyl]-1-piperidyl]butyl]pyrrolo[2,1-f][1,2,4]triazin-4-yl]phenyl]methyl]-1,2,4-oxadiazole-3-carboxamide